COC=1C(=C(C=CC1)[SiH](C)C)OC dimethoxydimethyl-phenyl-silane